perfluorononeneoxybenzene sodium [Na].FC1=C(C(=C(C(=C1F)F)F)F)OC(=C(C(C(C(C(C(C(C(F)(F)F)(F)F)(F)F)(F)F)(F)F)(F)F)(F)F)F)F